N-(1-methylpyrrolidin-3-yl)acrylamide CN1CC(CC1)NC(C=C)=O